(S)-6-(piperidin-3-ylamino)-N-(6-(o-tolyl)-5-(trifluoromethyl)pyridin-2-yl)pyridine-2-sulfonamide N1C[C@H](CCC1)NC1=CC=CC(=N1)S(=O)(=O)NC1=NC(=C(C=C1)C(F)(F)F)C1=C(C=CC=C1)C